N-(2-amino-5-((trimethylsilyl)ethynyl)Phenyl)-N-methylmethanesulfonamide NC1=C(C=C(C=C1)C#C[Si](C)(C)C)N(S(=O)(=O)C)C